acetamido-5-(butylamino)-N-(5-nitrothiazol-2-yl)benzamide C(C)(=O)NC1=C(C(=O)NC=2SC(=CN2)[N+](=O)[O-])C=C(C=C1)NCCCC